1-(2-(4-benzylthiazol-2-yl)-2-oxoethyl)-5-vinylpyridin-2(1H)-one C(C1=CC=CC=C1)C=1N=C(SC1)C(CN1C(C=CC(=C1)C=C)=O)=O